Sodium caprate glutamate N[C@@H](CCC(=O)O)C(=O)[O-].OC(=O)CCCCCCCCC.[Na+]